(6S)-6-[2-Chloro-3-(1-phenyl-1,2,3-triazol-4-yl)phenyl]-2-imino-6-methyl-3-[(2S,4S)-2-methyl-tetrahydropyran-4-yl]hexahydro-pyrimidin-4-one trifluoroacetic acid salt FC(C(=O)O)(F)F.ClC1=C(C=CC=C1C=1N=NN(C1)C1=CC=CC=C1)[C@@]1(CC(N(C(N1)=N)[C@@H]1C[C@@H](OCC1)C)=O)C